propyl-N,N-dimethylammonio propanesulfonate C(CC)S(=O)(=O)O[N+](C)(C)CCC